(difluoromethyl)bis(2,5-dimethylphenyl)sulfonium tetrafluoroborate F[B-](F)(F)F.FC(F)[S+](C1=C(C=CC(=C1)C)C)C1=C(C=CC(=C1)C)C